ClC1=CC=C(C(=N1)N1N=C(C=C1C)C#N)[C@H](C)O 1-[6-chloro-3-[(1s)-1-hydroxyethyl]-2-pyridyl]-5-methyl-pyrazole-3-carbonitrile